kalium-manganese [Mn].[K]